methyl 2-(2-nitro-4-(trifluoromethoxy)phenyl)acetate [N+](=O)([O-])C1=C(C=CC(=C1)OC(F)(F)F)CC(=O)OC